3,5-difluoro-2-methoxyaniline FC=1C(=C(N)C=C(C1)F)OC